Cl.NC1CCN(CC1)C1=C(C=NC2=CC=C(C=C12)C=1C(=C(C#N)C=CC1)O)C1=CC(=CC(=C1)F)F [4-(4-amino-piperidin-1-yl)-3-(3,5-difluoro-phenyl)-quinolin-6-yl]-2-hydroxybenzonitrile monohydrochloride